tert-butyl((5-(2-fluorophenyl)-1-((5-((4-methoxybenzyl)thio)pyridin-3-yl)sulfonyl)-1H-Pyrrol-3-yl)methyl)(methyl)carbamate C(C)(C)(C)OC(N(C)CC1=CN(C(=C1)C1=C(C=CC=C1)F)S(=O)(=O)C=1C=NC=C(C1)SCC1=CC=C(C=C1)OC)=O